3,5-dichloro-4-((3-methyl-1-((2-(trimethylsilyl)ethoxy)methyl)-1H-pyrazolo[3,4-b]pyridin-5-yl)oxy)aniline ClC=1C=C(N)C=C(C1OC=1C=C2C(=NC1)N(N=C2C)COCC[Si](C)(C)C)Cl